O1CCN(CC1)C1CCN(CC1)C1=C(C=C2C(=NC=NC2=C1)N)N 7-(4-morpholinopiperidin-1-yl)quinazoline-4,6-diamine